O=C1NC(CCC1NC(=O)C1C(C1)CC)=O rel-N-(2,6-dioxo-3-piperidyl)-2-ethyl-cyclopropanecarboxamide